1-(2-((6-(2-((R)-1-(ethylamino)ethyl)-5-methoxypyridin-4-yl)-[1,2,4]triazolo[1,5-a]pyridin-8-yl)oxy)ethoxy)-6,6,6-trifluorohexan-3-amine C(C)N[C@H](C)C1=NC=C(C(=C1)C=1C=C(C=2N(C1)N=CN2)OCCOCCC(CCC(F)(F)F)N)OC